FC1=C(C=C(C=C1)F)[C@@H]1N(OCC1)C1=CC(=NC=N1)NC=1C(=CC(=C(C1)NC(C=C)=O)N1C[C@@H](CC1)N(C)C)OC N-(5-((6-((R)-3-(2,5-difluorophenyl)isoxazolidine-2-yl)pyrimidine-4-yl)amino)-2-((R)-3-(dimethyl-amino)pyrrolidine-1-yl)-4-methoxy-phenyl)acrylamide